(3S,4S,5R)-1-((S)-2-phenylpropyl)piperidine-3,4,5-triol C1(=CC=CC=C1)[C@@H](CN1C[C@@H](C([C@@H](C1)O)O)O)C